C(C)(C)(C)N1C=C(C2=CC=C(C(=C12)SC)Br)C1=NC(=NC=C1Cl)Cl tert-butyl-6-bromo-3-(2,5-dichloropyrimidin-4-yl)-7-methylsulfanyl-1H-indole